3,3',5,5'-tetrakis(1H-pyrazol-4-yl)-1,1'-biphenyl N1N=CC(=C1)C=1C=C(C=C(C1)C=1C=NNC1)C1=CC(=CC(=C1)C=1C=NNC1)C=1C=NNC1